1-(2-{5-[(2R)-4-(2-chloro-4-fluorobenzoyl)-2-ethylpiperazin-1-yl]-2'-ethoxy-[2,3'-bipyridin]-6-yl}-1H-imidazol-4-yl)methanamine ClC1=C(C(=O)N2C[C@H](N(CC2)C=2C=CC(=NC2C=2NC=C(N2)CN)C=2C(=NC=CC2)OCC)CC)C=CC(=C1)F